N(=[N+]=[N-])CC[C@@H](C(=O)NCC1=CC=CC=C1)NC(OC(C)(C)C)=O Tert-butyl (S)-(4-azido-1-(benzylamino)-1-oxobutan-2-yl)carbamate